ClC1=C(C(=O)N)C(=CC(=C1)Cl)CC 2,4-dichloro-6-ethylbenzamide